1,4-dimethyl-2-(4-(methylsulfonyl)phenyl)-6-(4,4,5,5-tetramethyl-1,3,2-dioxaborolan-2-yl)-1H-benzo[d]imidazole CN1C(=NC2=C1C=C(C=C2C)B2OC(C(O2)(C)C)(C)C)C2=CC=C(C=C2)S(=O)(=O)C